FC1=C2C=CC=NC2=CC=C1NC1=NC=NC2=CC(=CC(=C12)O[C@H](C)C1COC1)N1C[C@H](CC1)OC N-(5-fluoroquinolin-6-yl)-7-((S)-3-methoxypyrrolidin-1-yl)-5-((R)-1-(oxetan-3-yl)ethoxy)quinazolin-4-amine